C1(CC1)NC(=O)C=1C(=NN(C1F)C)C(F)F N-cyclopropyl-3-(difluoromethyl)-5-fluoro-1-methyl-1H-pyrazole-4-carboxamide